FC=1C(=C(C=C(C1)C1OCCCC1)C(C(=O)O)N1C[C@@H](CC1)OCCCCCC1=NC=2NCCCC2C(=C1)OC)OC 2-(3-fluoro-2-methoxy-5-(tetrahydro-2H-pyran-2-yl)phenyl)-2-((R)-3-((5-(4-methoxy-5,6,7,8-tetrahydro-1,8-naphthyridin-2-yl)pentyl)oxy)pyrrolidin-1-yl)acetic acid